O=C1NC(CCC1C=1C=C(C(=NC1)N1CCC(CC1)(O)CC(=O)O)F)=O 2-(1-(5-(2,6-dioxopiperidin-3-yl)-3-fluoropyridin-2-yl)-4-hydroxypiperidin-4-yl)acetic acid